(4-chloro-1H-indazol-6-yl)boric acid ClC1=C2C=NNC2=CC(=C1)OB(O)O